C1(CCCCC1)C[C@H](C(=O)N1CC2(CCCC2)[C@](CC1)(O)CN1C=C(C(=CC1=O)C1CC1)C(=O)N1CCN(CC1)C(=O)OC(C)(C)C)C tert-Butyl 4-(1-(((S)-7-((R)-3-cyclohexyl-2-methylpropanoyl)-10-hydroxy-7-azaspiro[4.5]decan-10-yl)methyl)-4-cyclopropyl-6-oxo-1,6-dihydropyridine-3-carbonyl)piperazine-1-carboxylate